tert-butyl 6'-bromo-1'-oxo-2',3'-dihydro-1'H-spiro[azetidine-3,4'-isoquinoline]-1-carboxylate BrC=1C=C2C3(CNC(C2=CC1)=O)CN(C3)C(=O)OC(C)(C)C